C(=O)NC(CC1=CC(=C(C(=O)OC(C(F)(F)F)(C)C)C=C1)OCCCOC)C(C)C 1,1,1-trifluoro-2-methylpropan-2-yl 4-(2-formamido-3-methylbutyl)-2-(3-methoxypropoxy)benzoate